N-(4-bromo-2-carbamoyl-6-methyl-phenyl)-2-cyclopropyl-5-(trifluoromethyl)pyrazole-3-carboxamide BrC1=CC(=C(C(=C1)C)NC(=O)C=1N(N=C(C1)C(F)(F)F)C1CC1)C(N)=O